The molecule is a pentaerythritol nitrate in which all four hydroxy groups of pentaerythritol have been converted to the corresponding nitrate ester. It is a vasodilator with properties similar to those of glyceryl trinitrate, but with a more prolonged duration of action, and is used for treatment of angina pectoris. It is also one of the most powerful high explosives known and is a component of the plastic explosive known as Semtex. It has a role as an explosive and a vasodilator agent. C(C(CO[N+](=O)[O-])(CO[N+](=O)[O-])CO[N+](=O)[O-])O[N+](=O)[O-]